[N+](=O)([O-])C1=NNC(=N1)N=NC1=NC(=NN1)[N+](=O)[O-] 3,3'-dinitro-5,5'-azo-1H-1,2,4-triazole